(2Z)-6-(3-chloro-4-hydroxyphenyl)-2-(hydroxyimino)-2,3-dihydro-1H-inden-1-one ClC=1C=C(C=CC1O)C1=CC=C2C/C(/C(C2=C1)=O)=N/O